(E)-3-(benzo[d][1,3]dioxol-5-yl)-N-cyclopropyl-N-(thiophen-2-ylmethyl)acrylamide Methyl-4-(2-(2-aminopyridin-3-yl)-5-chloro-3H-imidazo[4,5-b]pyridin-3-yl)benzoate COC(C1=CC=C(C=C1)N1C(=NC=2C1=NC(=CC2)Cl)C=2C(=NC=CC2)N)=O.O2COC1=C2C=CC(=C1)/C=C/C(=O)N(CC=1SC=CC1)C1CC1